(S)-7-(1-(4-amino-3-(2-isopropoxypyrimidin-5-yl)-1H-pyrazolo[3,4-d]pyrimidin-1-yl)ethyl)-3-chloro-6-phenyl-5H-thiazolo[3,2-a]pyridin-5-one NC1=C2C(=NC=N1)N(N=C2C=2C=NC(=NC2)OC(C)C)[C@@H](C)C=2C=C1N(C(C2C2=CC=CC=C2)=O)C(=CS1)Cl